(4-(7-fluoro-[1,2,4]triazolo[4,3-a]quinazolin-5-yl)-3,4-dihydro-2H-benzo[b][1,4]oxazin-8-yl)-2-methylbut-3-yn-2-ol FC=1C=C2C(=NC=3N(C2=CC1)C=NN3)N3C1=C(OCC3)C(=CC=C1)CC(C#C)(O)C